C(C)(C)(C)N(C(=O)C=1C2=C(N(N1)C1=CSC=C1)C1=C(OC2)C=C(C(=C1)C#C)OC)C N-tert-butyl-8-ethynyl-7-methoxy-N-methyl-1-(thiophen-3-yl)-1,4-dihydrobenzopyrano[4,3-c]Pyrazole-3-Formamide